N=1N(N=CC1)CC(=O)C=1C=CC(=C(C1)N1C(=NC2=C(C1=O)C=CC=N2)C(=O)N2CCN(CC2)C(COC2=CC=C(C=C2)C(F)(F)F)=O)OCC(F)(F)F 3-(5-(2-(2H-1,2,3-triazol-2-yl)acetyl)-2-(2,2,2-trifluoroethoxy)phenyl)-2-(4-(2-(4-(trifluoromethyl)phenoxy)acetyl)piperazine-1-carbonyl)pyrido[2,3-d]pyrimidin-4(3H)-one